1,5-Diethyl-1,5-diazacyclooctane C(C)N1CCCN(CCC1)CC